ClC=1C=C2C=NN(C2=CC1N1CCN(CC1)C1(COC1)C)C=1C=NN(C1)C(=O)NC 4-(5-chloro-6-(4-(3-methyloxetan-3-yl)piperazin-1-yl)-1H-indazol-1-yl)-N-methyl-1H-pyrazole-1-carboxamide